N[C@H]1[C@@H](CCCC1)C1=C(C=2N=C(N=C(C2S1)NCC1=CC=CC=C1)Cl)Br 6-((1R,2R)-2-aminocyclohexyl)-N-benzyl-7-bromo-2-chlorothieno[3,2-d]pyrimidin-4-amine